O=C1NC(CCC1N1C(C2=CC=C(C=C2C1)CNC(=O)NC1=CC=C(C=C1)OCC1=CC=C(C=C1)C(C)(C)O)=O)=O 1-((2-(2,6-dioxopiperidin-3-yl)-1-oxoisoindolin-5-yl)methyl)-3-(4-((4-(2-hydroxypropan-2-yl)benzyl)oxy)phenyl)urea